((4S,5S)-2,2-dimethyl-5-((E)-oct-1-en-1-yl)-1,3-dioxolan-4-yl)methanol CC1(O[C@H]([C@@H](O1)CO)\C=C\CCCCCC)C